2-METHOXY-METHYL-p-PHENYLENEDIAMINE COCC1=C(C=CC(=C1)N)N